4-(8-((1r,3R)-3-methoxycyclobutyl)-3,8-diazabicyclo[3.2.1]oct-3-yl)-6-(1-methyl-1H-pyrazol-4-yl)pyrrolo[1,2-b]pyridazine COC1CC(C1)N1C2CN(CC1CC2)C=2C=1N(N=CC2)C=C(C1)C=1C=NN(C1)C